CSN1N=CC=C1 methylsulfanyl-1H-pyrazol